2-cyanoethyl-N,N-diisopropyl-chlorophosphorous amide C(#N)CCP(N(C(C)C)C(C)C)(O)Cl